FC(C=1C=C(C=CC1)C=1C=CC2=C([C@H]3N(CC[C@@H]2C3)C3CCC(CC3)NC(OC(C)(C)C)=O)C1)(F)F tert-Butyl (4-((1S,5R)-8-(3-(trifluoromethyl)phenyl)-1,3,4,5-tetrahydro-2H-1,5-methanobenzo[c]azepin-2-yl)cyclohexyl)carbamate